N-(2,6-dimethylphenylcarbamoylmethyl)triethylammonium bromide [Br-].CC1=C(C(=CC=C1)C)NC(=O)C[N+](CC)(CC)CC